5-amino-8-bromo-2-(oxazol-4-ylmethyl)-7-phenyl-[1,2,4]triazolo[4,3-c]pyrimidin-3(2H)-one NC1=NC(=C(C=2N1C(N(N2)CC=2N=COC2)=O)Br)C2=CC=CC=C2